FC(C1=NN(C=C1C(=O)NC(C1=CC(=CC=C1)Cl)C=1SC(=C(N1)C)C)C)F 3-(difluoromethyl)-N-((4,5-dimethylthiazol-2-yl)(m-chlorophenyl)methyl)-1-methyl-1H-pyrazole-4-carboxamide